ClC=1C(=CC2=C(NC(=N2)O[C@@H]2CO[C@H]3[C@@H]2OC[C@H]3O)C1)C1=CC=C(C=C1)C1=CC=C(C=C1)CN1CC(C1)CO (3R,3aR,6R,6aR)-6-((6-chloro-5-(4'-((3-(hydroxymethyl)azetidin-1-yl)methyl)-[1,1'-biphenyl]-4-yl)-1H-benzo[d]imidazol-2-yl)oxy)hexahydrofuro[3,2-b]furan-3-ol